6-methoxy-5-({6-[(1R,2S)-5'-methoxy-2'-oxo-1',2'-dihydrospiro[cyclopropane-1,3'-indol]-2-yl]-1H-indazol-3-yl}amino)pyridine-2-carbonitrile COC1=C(C=CC(=N1)C#N)NC1=NNC2=CC(=CC=C12)[C@@H]1C[C@@]12C(NC1=CC=C(C=C21)OC)=O